NCCN1C=NC=2C=NC(=CC21)NC=2SC(=CN2)C2=NC=CC=C2F N-[1-(2-aminoethyl)imidazo[4,5-c]pyridin-6-yl]-5-(3-fluoro-2-pyridyl)thiazol-2-amine